CC1=C(SC(=[N+]1CC2=CN=C(N=C2N)C)C(C)O)CCOP(=O)(O)OP(=O)(O)O The molecule is a thiamine phosphate having a 1-hydroxyethyl substituent at the 2-position on the thiazolium ring and an O-diphosphate moiety. It is a thiamine phosphate and a 1,3-thiazolium cation. It is a conjugate acid of a 2-(1-hydroxyethyl)thiamine diphosphate(2-).